C(C1=CC=CC=C1)(=O)O[C@]1([C@@H](O[C@@H]([C@H]1OC(C1=CC=CC=C1)=O)COC(C1=CC=CC=C1)=O)N1C2=NC(=NC(=C2N=C1)NC)N)C (2R,3R,4R,5R)-2-(2-amino-6-(methylamino)-9H-purin-9-yl)-5-((benzoyloxy)methyl)-3-methyltetrahydrofuran-3,4-diyl dibenzoate